C12(CC3CC(CC(C1)C3)C2)C2=C(C(=CC(=C2)C)C2=CC=CC=C2)O (adamantan-1-yl)-5-methyl-[1,1'-biphenyl]-2-ol